COC=1C=CC=C2C3(CNC12)CC3 7'-methoxyspiro[cyclopropane-1,3'-indoline]